ClC1=CC=C(CNC(=O)NC2CC3(C2)CN(CC3)C(C3=C(C=CC=C3)C)=O)C=C1 1-(4-chlorobenzyl)-3-(6-(2-methylbenzoyl)-6-azaspiro[3.4]oct-2-yl)urea